6-chloro-2-fluoro-3-(oxetan-3-yloxy)pyridine ClC1=CC=C(C(=N1)F)OC1COC1